BrC1=NN2C(N(CCC2)C)=C1 2-bromo-4-methyl-4,5,6,7-tetrahydropyrazolo[1,5-a]pyrimidine